BrN1C(C2=CC=CC=C2C(=C1)C(=C)C)=O bromo-4-(prop-1-en-2-yl)isoquinolin-1(2H)-one